FC1=C(C=CC=C1)C=1N=C(N=NC1C1=C(C=NC=C1)F)NC1=NC(=NN1)C1(CC1)C 5-(2-fluorophenyl)-6-(3-fluoropyridin-4-yl)-N-[3-(1-methylcyclopropyl)-1H-1,2,4-triazol-5-yl]-1,2,4-triazin-3-amine